(4-chloro-benzyl)-proline ClC1=CC=C(CN2[C@@H](CCC2)C(=O)O)C=C1